CC=1C=C(N=NC1)C(=O)NC([2H])([2H])C=1N=CSC1 5-methyl-N-(thiazol-4-ylmethyl-d2)pyridazine-3-carboxamide